C(C)S(=O)(=O)NCC=1C=NN(C1)CC1=CC2=C(C(=NO2)C=2C(=C(C(=CC2)OC)S(=O)(=O)N)OC)C(=C1)OC (6-((4-(ethylsulfonamidomethyl)-1H-pyrazol-1-yl)methyl)-4-methoxybenzo[d]isoxazol-3-yl)-2,6-dimethoxybenzenesulfonamide